3-{3-[1-(4-amino-3-methyl-1H-pyrazolo[3,4-d]pyrimidin-1-yl)ethyl]-5-chloro-6-cyano-2-ethoxyphenyl}-N-(tert-butyl)azetidine-1-carboxamide NC1=C2C(=NC=N1)N(N=C2C)C(C)C=2C(=C(C(=C(C2)Cl)C#N)C2CN(C2)C(=O)NC(C)(C)C)OCC